2-((4-(2-(4-Chloro-2-fluorophenyl)-2-methyl-4-carbonylchroman-8-yl)piperidin-1-yl)methyl)-1-(((S)-Oxetan-2-yl)methyl)-1H-benzo[d]imidazole-6-carboxylic acid ClC1=CC(=C(C=C1)C1(OC2=C(C=CC=C2C(C1)=C=O)C1CCN(CC1)CC1=NC2=C(N1C[C@H]1OCC1)C=C(C=C2)C(=O)O)C)F